4-((1,5-dimethyl-3-oxo-2-phenyl-2,3-dihydro-1H-pyrazol-4-yl)(methyl)amino)butanoic acid CN1N(C(C(=C1C)N(CCCC(=O)O)C)=O)C1=CC=CC=C1